2,3-bis(4-chlorophenyl)-2-cyclopropene-1-one ClC1=CC=C(C=C1)C=1C(C1C1=CC=C(C=C1)Cl)=O